thallabenzoin C1(=[Tl]C=CC=C1)C(=O)C(O)C1=CC=CC=C1